methyl 7-chloro-3-fluoro-1H-pyrrolo[3,2-b]pyridine-5-carboxylate ClC1=C2C(=NC(=C1)C(=O)OC)C(=CN2)F